NC(=CC(=O)OC)CC1=C(C=C(C(=C1)F)F)F methyl 3-amino-4-(2,4,5-trifluorophenyl)-2-butenoate